benzyl tert-butyl (4-amino-3-hydroxy-4-oxobutane-1,2-diyl)dicarbamate NC(C(C(CNC(OCC1=CC=CC=C1)=O)NC(OC(C)(C)C)=O)O)=O